COC1=CC=C(C=C1)N(C1=CC=C(C=C1)OC)C1=C(C=2C3(C4=CC=CC=C4C2C=C1)C1=CC=CC=C1C=1C=CC=CC13)N(C1=CC=C(C=C1)OC)C1=CC=C(C=C1)OC bis[N,N-bis(4-methoxyphenyl)amino]-9,9-spirobifluorene